(S)-8-Ethyl-N-(1-(5-(7-fluoro-2-methylchinolin-6-yl)oxazol-2-yl)-7-oxononyl)-1-oxa-2,8-diazaspiro[4.5]dec-2-en-3-carboxamid C(C)N1CCC2(CC(=NO2)C(=O)N[C@@H](CCCCCC(CC)=O)C=2OC(=CN2)C=2C=C3C=CC(=NC3=CC2F)C)CC1